(3R)-tetrahydrofuran-3-amine 4-methylbenzenesulfonic acid salt CC1=CC=C(C=C1)S(=O)(=O)O.O1C[C@@H](CC1)N